C(#C)C=1C=C(C=NC1OC1=CC=CC=C1)NC=1C2=C(N=CN1)C=CC(=N2)N2CC1(CCN1C(=O)OC(C)(C)C)C2 tert-butyl 6-[4-[(5-ethynyl-6-phenoxy-3-pyridyl)amino]pyrido[3,2-d]pyrimidin-6-yl]-1,6-diazaspiro[3.3]heptane-1-carboxylate